((2-(((2S)-1-((2S)-2-(4-(ethoxycarbonyl)-3-phenylpiperidine-1-carbonyl)pyrrolidin-1-yl)-3,3-dimethyl-1-oxobutan-2-yl)carbamoyl)benzo[b]thiophen-5-yl)difluoromethyl)phosphonic acid C(C)OC(=O)C1C(CN(CC1)C(=O)[C@H]1N(CCC1)C([C@H](C(C)(C)C)NC(=O)C1=CC2=C(S1)C=CC(=C2)C(F)(F)P(O)(O)=O)=O)C2=CC=CC=C2